COC=1C=C(C=C(C1OC)OC)N1C=NC(=C1)NC=1N=C(C2=C(N1)CNCC2)N2[C@@H](CCC2)CO (S)-(1-(2-((1-(3,4,5-trimethoxyphenyl)-1H-imidazol-4-yl)amino)-5,6,7,8-tetrahydropyrido[3,4-d]pyrimidin-4-yl)pyrrolidin-2-yl)methanol